Ethyl-3-(N-methylacetamido)picolinate C(C)OC(C1=NC=CC=C1N(C(C)=O)C)=O